N1C(=S)NC=2N=CNC2C1=O Thioxanthin